BrCC1=C(C(=C(C(=C1C)CBr)C)CBr)C 1,3,5-tribromomethyl-2,4,6-trimethylbenzene